(3-(7,7-difluoro-2-((2S,3R)-3-hydroxy-2-methylazetidin-1-yl)-6,7-dihydro-5H-cyclopenta[d]pyrimidin-4-yl)phenyl)(imino)(methyl)-λ6-sulfanone FC1(CCC2=C1N=C(N=C2C=2C=C(C=CC2)S(=O)(C)=N)N2[C@H]([C@@H](C2)O)C)F